3-phosphoserine sodium salt [Na+].P(=O)(O)(O)OC[C@H](N)C(=O)[O-]